methyl 2-(2-{[7-(5-methyl-1,2,4-oxadiazol-3-yl) isoquinolin-1-yl] amino} ethyl)-3-oxo-2h,3h-imidazo[1,5-a]pyrazine-6-carboxylate CC1=NC(=NO1)C1=CC=C2C=CN=C(C2=C1)NCCN1C(N2C(C=NC(=C2)C(=O)OC)=C1)=O